(phenyl)boron Boron [B].C1(=CC=CC=C1)[B]